tert-butyl (3R,4S)-3-fluoro-4-[(4-methoxy-5-pyrazolo[1,5-a]pyridin-5-ylpyrrolo[2,1-f][1,2,4]triazin-2-yl)amino]piperidine-1-carboxylate F[C@@H]1CN(CC[C@@H]1NC1=NN2C(C(=N1)OC)=C(C=C2)C2=CC=1N(C=C2)N=CC1)C(=O)OC(C)(C)C